3-(((2-((2-(2,6-dioxopiperidin-3-yl)-1-oxoisoindolin-5-yl)oxy)cyclohexyl)amino)methyl)bicyclo[1.1.1]pentane-1-carbonitrile O=C1NC(CCC1N1C(C2=CC=C(C=C2C1)OC1C(CCCC1)NCC12CC(C1)(C2)C#N)=O)=O